CC=1C(=CNC1C=1SC=CN1)S(=O)(=O)Cl 4-methyl-5-(thiazol-2-yl)-1H-pyrrol-3-sulfonyl chloride